C(CCCCCCC)OP(OCCCCCCCC)OCCCCCCCC phosphorous acid tri(n-octyl) ester